glycerol acryloyloxydimethacrylate C(C=C)(=O)C(=C(C(=O)O)C)OC=C(C(=O)O)C.OCC(O)CO